ClC1=C(N=C(C(=N1)C(=O)OC)NC=1C(=NN(C1)CC(F)F)C)C1CC1 methyl 6-chloro-5-cyclopropyl-3-[[1-(2,2-difluoroethyl)-3-methyl-pyrazol-4-yl]amino]pyrazine-2-carboxylate